S1C=2N(C(=C1)N1N=CC(=C1C(F)(F)F)C(=O)NC1=CC(=NC=C1)C(F)(F)F)C=NC2 1-(imidazo[5,1-b]thiazol-3-yl)-5-(trifluoromethyl)-N-(2-(trifluoromethyl)pyridin-4-yl)-1H-pyrazole-4-carboxamide